FC1([C@@H]([C@@H](N(C1)C(C(C)(C)O)=O)CC=1C=C(C=CC1)C1=CC(=CC=C1)C)NS(=O)(=O)CC)F N-{(2S,3R)-4,4-difluoro-1-(2-hydroxy-2-methylpropanoyl)-2-[(3'-methyl[1,1'-biphenyl]-3-yl)methyl]pyrrolidin-3-yl}-ethanesulfonamide